2,6-diisopropyl-4-(2,6-dimethylphenyl)bromobenzene C(C)(C)C1=C(C(=CC(=C1)C1=C(C=CC=C1C)C)C(C)C)Br